methyl 4-ethynylbenzoylformate C(#C)C1=CC=C(C(=O)C(=O)OC)C=C1